[N+](=O)([O-])C=1C(=NC=C(C1)C(F)(F)F)C(=O)NN 3-nitro-5-(trifluoromethyl)pyridine-2-carbohydrazide